C(C)(C)(C)N1N=NC(=C1)C(=O)NCC1=C(C=C(C=C1)C1=C(C=NC=C1N1C[C@@H](CCC1)NC)C#N)C (R)-1-(tert-butyl)-N-(4-(3-cyano-5-(3-(methylamino)piperidin-1-yl)pyridin-4-yl)-2-methylbenzyl)-1H-1,2,3-triazole-4-carboxamide